N,N-diethyl-p-aminoethyl-styrene C(C)N(CC)CCC1=CC=C(C=C)C=C1